4-((7-hydroxy-1,3-benzodiazol-1-yl)methyl)phenylboronic acid OC1=CC=CC2=C1N(C=N2)CC2=CC=C(C=C2)B(O)O